N-(2-Chloro-3-{(4S)-2-imino-4-methyl-1-[(2R*,4R*)-2-methyl-tetrahydropyran-4-yl]-6-oxo-hexahydropyrimidin-4-yl}phenyl)-5-cyano-2-fluorobenzamide hydrochloride Cl.ClC1=C(C=CC=C1[C@]1(NC(N(C(C1)=O)[C@H]1C[C@H](OCC1)C)=N)C)NC(C1=C(C=CC(=C1)C#N)F)=O |o1:15,17|